O1CCC2=C1C=CC(=C2)NC(=O)C=2C=CC1=C(N=C(S1)N1CCCCC1)C2 2-piperidin-1-yl-benzothiazole-5-carboxylic acid (2,3-dihydro-benzofuran-5-yl)-amide